(R)-2-((5-(3-fluoro-4-(2-oxopyrrolidin-1-yl)phenyl)pyridin-2-yl)amino)-6,6a,7,8-tetrahydro-9H-pyrido[2,3-b]pyrrolo[1,2-d][1,4]oxazin-9-one FC=1C=C(C=CC1N1C(CCC1)=O)C=1C=CC(=NC1)NC1=CC2=C(OC[C@@H]3N2C(CC3)=O)N=C1